9-(3-((trimethylsilyl)ethynyl)phenyl)-3,9-diazaspiro[5.5]undecane-3-carboxylic acid tert-butyl ester C(C)(C)(C)OC(=O)N1CCC2(CC1)CCN(CC2)C2=CC(=CC=C2)C#C[Si](C)(C)C